7-((fluoromethyl)sulfonamido)-5-azaspiro[2.4]heptane-5-carboxylate FCS(=O)(=O)NC1CN(CC12CC2)C(=O)[O-]